2-((tert-butoxycarbonyl)amino)-5-(dimethylphosphoryl)benzoate C(C)(C)(C)OC(=O)NC1=C(C(=O)[O-])C=C(C=C1)P(=O)(C)C